C(C1CO1)OCC1CO1 CIS-CIS-glycidylether